N-{(3R)-1-[2-methyl-4-({(1R)-1-[3-(pentafluoro-lambda6-sulfanyl)phenyl]ethyl}amino)pyrido[3,4-d]pyrimidin-6-yl]pyrrolidin-3-yl}acetamide CC=1N=C(C2=C(N1)C=NC(=C2)N2C[C@@H](CC2)NC(C)=O)N[C@H](C)C2=CC(=CC=C2)S(F)(F)(F)(F)F